tert-Butyl N-[1-[1-[4-[(5-Cyclopropyl-1H-pyrazol-3-yl)amino]pyrimidin-2-yl]-3-piperidyl]ethyl]carbamate C1(CC1)C1=CC(=NN1)NC1=NC(=NC=C1)N1CC(CCC1)C(C)NC(OC(C)(C)C)=O